1-(3-bromophenyl)cyclobutan-1-amine BrC=1C=C(C=CC1)C1(CCC1)N